NCC1=NNC(C2=CC=C(C=C12)C=1C=NC=C(C1)SC=1C=C(C=CC1)C)=O 4-(aminomethyl)-6-(5-(m-tolylthio)pyridin-3-yl)phthalazin-1(2H)-one